3-(cyanomethyl)-7-(((3S,4R)-3-fluoro-1-methylpiperidin-4-yl)amino)-1-oxidobenzo[b]thiophen C(#N)CC=1C2=C(S(C1)=O)C(=CC=C2)N[C@H]2[C@H](CN(CC2)C)F